(2R)-2-amino-N-[6-({4-cyano-3-[(trifluoromethyl)oxy]phenyl}oxy)-3-pyridinyl]butanamide N[C@@H](C(=O)NC=1C=NC(=CC1)OC1=CC(=C(C=C1)C#N)OC(F)(F)F)CC